(S)-3-methyl-8-(5-(trifluoromethyl)-1,2,4-oxadiazol-3-yl)-2,3,4,5-tetrahydrobenzo[f][1,4]oxazepine C[C@H]1COC2=C(CN1)C=CC(=C2)C2=NOC(=N2)C(F)(F)F